(S)-1-(3-(2-(azepan-3-ylamino)-5-(trifluoromethyl)pyrimidin-4-yl)-1H-indol-6-yl)piperidine-4-carboxamide trifluoroacetate FC(C(=O)O)(F)F.N1C[C@H](CCCC1)NC1=NC=C(C(=N1)C1=CNC2=CC(=CC=C12)N1CCC(CC1)C(=O)N)C(F)(F)F